6-(diethylamino)-2-[3-(trifluoromethyl)anilino]spiro[9H-xanthen-9,3'(1'H)-isobenzofuran]-1'-one C(C)N(C=1C=C2OC=3C=CC(=CC3C3(OC(C4=CC=CC=C34)=O)C2=CC1)NC1=CC(=CC=C1)C(F)(F)F)CC